C(C=C)(=O)OC1=C(C(=CC=C1)OCCC)CCCCCCCCC (propoxy)2-Nonyl-phenol acrylate